3-(1-(3-hydroxyphenyl)ethyl)-6-(1-(tetrahydro-2H-pyran-2-yl)-1H-pyrazol-4-yl)quinazolin-4(3H)-one OC=1C=C(C=CC1)C(C)N1C=NC2=CC=C(C=C2C1=O)C=1C=NN(C1)C1OCCCC1